3-(4-fluoro-7-methoxy-1-oxoisoindolin-2-yl)piperidine-2,6-dione FC1=C2CN(C(C2=C(C=C1)OC)=O)C1C(NC(CC1)=O)=O